[SiH3]N1[C@@H](CCC1)CO (S)-silyl-prolinol